COCCCNCCCOC 3-methoxy-N-(3-methoxypropyl)propan-1-amine